(2S,4R)-2-((6-bromopyrazin-2-yl)carbamoyl)-4-fluoropyrrolidine-1-carboxylic acid tert-butyl ester C(C)(C)(C)OC(=O)N1[C@@H](C[C@H](C1)F)C(NC1=NC(=CN=C1)Br)=O